1-(2,2-difluoroethyl)-6-(2-((5-(trifluoromethyl)pyridin-2-yl)oxy)-7-azaspiro[3.5]nonan-7-yl)-1H-pyrazolo[3,4-b]pyrazine FC(CN1N=CC=2C1=NC(=CN2)N2CCC1(CC(C1)OC1=NC=C(C=C1)C(F)(F)F)CC2)F